(2-(((2R,3S,4R,5R)-5-(6-chloro-4-(cyclopentylamino)-1H-pyrazolo[3,4-d]pyrimidin-1-yl)-3,4-dihydroxytetrahydrofuran-2-yl)methoxy)-1-hydroxy-3-isopropoxypropan-2-yl)phosphonic acid ClC1=NC(=C2C(=N1)N(N=C2)[C@H]2[C@@H]([C@@H]([C@H](O2)COC(CO)(COC(C)C)P(O)(O)=O)O)O)NC2CCCC2